2-[3-[1-[6-(3-cyclopropyl-1,2,4-triazol-1-yl)-2-azaspiro[3.3]heptane-2-carbonyl]azetidin-3-yl]oxyphenyl]-2-methyl-propanoic acid C1(CC1)C1=NN(C=N1)C1CC2(CN(C2)C(=O)N2CC(C2)OC=2C=C(C=CC2)C(C(=O)O)(C)C)C1